O[C@@H](CCNC(=O)C1=NNC2=C(C=CC=C12)F)CO N-((S)-3,4-dihydroxybutyl)-7-fluoro-1H-indazole-3-carboxamide